C(#N)C=1C=CC2=CN(N=C2C1NCC(=O)N(C)C1CCC1)CC1=C2C=CNC2=C(C=C1OC)C 2-((6-cyano-2-((5-methoxy-7-methyl-1H-indol-4-yl)methyl)-2H-indazol-7-yl)amino)-N-cyclobutyl-N-methylacetamide